iminothiophenol N=SC1=CC=CC=C1